C(C)[C@@H]1N(C[C@H](N(C1)C(C)C=1C(=NN(C1)C)C(F)(F)F)CC)C=1C=2C(N(C(C1)=O)C)=CN(N2)CC#N 7-((2S,5R)-2,5-diethyl-4-(1-(1-methyl-3-(trifluoromethyl)-1H-pyrazol-4-yl)ethyl)piperazin-1-yl)-4-methyl-5-oxo-4,5-dihydro-2H-pyrazolo[4,3-b]pyridin-2-ylacetonitrile